FC(C1(C(N([C@@H](C1)CCC(O)C1=CC(=CC=C1)F)S(=O)(=O)C1=CC=C(C=C1)C)=O)CC)([Si](C)(C)C)F (5R)-3-[difluoro(trimethylsilyl)methyl]-3-ethyl-5-[3-(3-fluorophenyl)-3-hydroxy-propyl]-1-(p-tolylsulfonyl)pyrrolidin-2-one